(3R,4aS,8aS)-1-(3-chloro-4-(2-((triisopropylsilyl)oxy)ethoxy)phenyl)-3-methyldecahydroquinoxaline ClC=1C=C(C=CC1OCCO[Si](C(C)C)(C(C)C)C(C)C)N1C[C@H](N[C@H]2CCCC[C@H]12)C